C(=O)(O)C=1C=C2C=CN(C2=CC1)CC(C)=O 1-(5-carboxyindol-1-yl)propan-2-one